N4-(3-chloro-2-fluorophenyl)-7-[2-[(3S)-3-fluoro-1-methyl-pyrrolidin-3-yl]ethynyl]quinazoline-4,6-diamine ClC=1C(=C(C=CC1)NC1=NC=NC2=CC(=C(C=C12)N)C#C[C@@]1(CN(CC1)C)F)F